FC=1C=C(C=C(C1F)O)N1N=CC2=CC(=CC=C12)N1CCS(CC1)(=O)=O 4-(1-(3,4-Difluoro-5-hydroxy-phenyl)-1H-indazol-5-yl)-thiomorpholine 1,1-dioxide